1,3-dioctylimidazolium 2-ethylhexanoate C(C)C(C(=O)[O-])CCCC.C(CCCCCCC)N1C=[N+](C=C1)CCCCCCCC